diethyl 2-(2-(4-bromo-6,7-dichloroindolin-1-yl)ethyl)malonate BrC1=C2CCN(C2=C(C(=C1)Cl)Cl)CCC(C(=O)OCC)C(=O)OCC